7-methoxy-furo[3,2-b]pyridine COC1=C2C(=NC=C1)C=CO2